FC1=CC=C2C(C=C(O2)I)=C1C=O 5-fluoro-2-iodobenzofuran-4-carbaldehyde